[Si](C)(C)(C(C)(C)C)O[C@@H](C(=O)N=[S@@](=O)(C)C=1C=C(C=CC1)NC(C1=C(C=C(C=C1)C(F)(F)F)OC=1C(=NC(=CC1)F)C)=O)C N-(3-((R)-N-((R)-2-((tert-butyldimethylsilyl)oxy)propanoyl)-S-methylsulfonimidoyl)phenyl)-2-((6-fluoro-2-methylpyridin-3-yl)oxy)-4-(trifluoromethyl)benzamide